N-isobutyl-4-(5-(7-(1-methyl-1H-pyrazol-4-yl)quinolin-5-yl)pyridin-2-yl)piperazine-1-carboxamide formate salt C(=O)O.C(C(C)C)NC(=O)N1CCN(CC1)C1=NC=C(C=C1)C1=C2C=CC=NC2=CC(=C1)C=1C=NN(C1)C